{4-[9-(cyclopentylamino)-5,6,7,8-tetrahydroacridin-2-yl]pyridin-2-yl}cyclopropanecarboxamide C1(CCCC1)NC=1C=2CCCCC2N=C2C=CC(=CC12)C1=CC(=NC=C1)C1(CC1)C(=O)N